CC1=CC=C(CC2CC(=NO2)C2=C(C(=O)C3=CC=CC=C3)C=CC=C2)C=C1 (5-(4-methylbenzyl)-4,5-dihydroisoxazol-3-yl)benzophenone